3-hydroxy-2-(4-((4-(morpholinomethyl)phenyl)ethynyl)phenethyl)-4H-pyran-4-one OC1=C(OC=CC1=O)CCC1=CC=C(C=C1)C#CC1=CC=C(C=C1)CN1CCOCC1